2-Methyl-N1-(5-(5-methyl-1,3,4-oxadiazol-2-yl)pyridin-2-yl)propane-1,3-diamine hydrochloride Cl.CC(CNC1=NC=C(C=C1)C=1OC(=NN1)C)CN